CC1=C(C(=O)C(=C(C1=O)OC)OC)C/C=C(\\C)/CC/C=C(\\C)/CC/C=C(\\C)/CC/C=C(\\C)/CC/C=C(\\C)/CC/C=C(\\C)/CC/C=C(\\C)/CC/C=C(\\C)/CC/C=C(\\C)/CCC=C(C)C The molecule is a ubiquinone having a side chain of 10 isoprenoid units. In the naturally occurring isomer, all isoprenyl double bonds are in the E- configuration. It has a role as a human metabolite and an antioxidant.